C1(CC1)C=1C=C(C(=NC1)CN[C@H](C)C(C)C)F (R)-N-((5-cyclopropyl-3-fluoropyridin-2-yl)methyl)-3-methylbutan-2-amine